C1(CC1)C1=NN(C=C1C1=C(C=CC=C1)N1CCNCC1)[C@@H]1C[C@H](C1)CNC=1C=C2C(N(C(C2=CC1)=O)C1C(NC(CC1)=O)=O)=O 5-(((trans-3-(3-cyclopropyl-4-(2-(piperazin-1-yl)phenyl)-1H-pyrazol-1-yl)cyclobutyl)methyl)amino)-2-(2,6-dioxopiperidin-3-yl)isoindoline-1,3-dione